ONC(C(CCN1CCC(=CC1)C1=CC=C(C=C1)C1=CC=NC=C1)(S(=O)(=O)C)C)=O N-hydroxy-2-methyl-2-(methylsulfonyl)-4-(4-(4-(pyridin-4-yl)phenyl)-3,6-dihydropyridin-1(2H)-yl)butanamide